FC1=C(C=O)C=C(C=C1)F 2,5-DIFLUOROBENZALDEHYDE